1-methylethyl 3-[3-(2-methoxy-3-pyridinyl) pyrazolo[1,5-a]pyrimidin-5-yl]-3,6-diazabicyclo[3.1.1]heptane-6-carboxylate COC1=NC=CC=C1C=1C=NN2C1N=C(C=C2)N2CC1N(C(C2)C1)C(=O)OC(C)C